tert-Butyl N-[4-[[4-[2-[2-chloro-4-[(2-chlorophenyl)sulfonylamino]-6-fluoro-phenoxy]-3-pyridyl]pyrimidin-2-yl]amino]cyclohexyl]carbamate ClC1=C(OC2=NC=CC=C2C2=NC(=NC=C2)NC2CCC(CC2)NC(OC(C)(C)C)=O)C(=CC(=C1)NS(=O)(=O)C1=C(C=CC=C1)Cl)F